C(=O)(O)C1=CC(=C(C(=O)NC2=C(C(=O)O)C=CN=C2)C=C1O)O 3-(4-Carboxy-2,5-dihydroxybenzamido)isonicotinic acid